C(#N)C(C(=O)Cl)=CC1=CC=C(C=C1)N(C)C 2-cyano-3-(4-(dimethylamino)phenyl)acryloyl chloride